n-butoxy-magnesium chloride C(CCC)O[Mg]Cl